dihexadecyl 3,3'-((((piperazine-1,4-diylbis(propane-3,1-diyl))bis(azanediyl))bis(4-iminobutane-4,1-diyl))bis(sulfanediyl))dipropionate N1(CCN(CC1)CCCNC(CCCSCCC(=O)OCCCCCCCCCCCCCCCC)=N)CCCNC(CCCSCCC(=O)OCCCCCCCCCCCCCCCC)=N